(S)-2-amino-3-(quinazolin-8-yl)propanoic acid N[C@H](C(=O)O)CC=1C=CC=C2C=NC=NC12